L-Valyl-L-alanin N[C@@H](C(C)C)C(=O)N[C@@H](C)C(=O)O